ClC=1C=C(C(=O)NCC2=C3C=NNC3=CC=C2C2CC2)C=CC1OC(F)F 3-chloro-N-((5-cyclopropyl-1H-indazol-4-yl)methyl)-4-(difluoromethoxy)-benzamide